butyl N-[2-[methyl-[2-methyl-6-[[5-(4-pyridyl)thiazol-2-yl]amino]pyrimidin-4-yl]amino]ethyl]carbamate CN(CCNC(OCCCC)=O)C1=NC(=NC(=C1)NC=1SC(=CN1)C1=CC=NC=C1)C